2-(4-(2-hydroxyethoxy)-3,5-dimethyl-phenyl)-5,7-dimethoxyquinazolin-4(3H)-one OCCOC1=C(C=C(C=C1C)C1=NC2=CC(=CC(=C2C(N1)=O)OC)OC)C